BrC=1C=C(C=CC1)C1=CC=CC2=C1SC1=C2C=CC=C1 4-(3-bromophenyl)dibenzo[B,d]thiophene